1,2-dichloroethane tert-Butyl-4-{[(2-aminopyridin-4-yl)oxy]methyl}piperidine-1-carboxylate C(C)(C)(C)OC(=O)N1CCC(CC1)COC1=CC(=NC=C1)N.ClCCCl